3-(3-((4-chlorobenzyl)oxy)-4-((difluoromethyl)sulfonamido)phenyl)-5-(pyridin-2-ylamino)-1H-pyrazole-4-carboxamide ClC1=CC=C(COC=2C=C(C=CC2NS(=O)(=O)C(F)F)C2=NNC(=C2C(=O)N)NC2=NC=CC=C2)C=C1